CC(=O)N[C@@H]1[C@H]([C@@H]([C@H](O[C@H]1O)CO)O[C@H]2[C@@H]([C@H]([C@H]([C@H](O2)CO)O)OS(=O)(=O)O)O)O The molecule is an amino disaccharide that consists of N-acetyl-beta-D-glucosamine having a 3-sulfated beta-D-galactosyl residue attached at position 4. It has a role as an epitope. It is an amino disaccharide and an oligosaccharide sulfate.